tert-butyl 4-(8-(tert-butoxycarbonyl)-3,8-diazabicyclo[3.2.1]oct-3-yl)-6-(isopropyl (methyl) amino)-1-oxo-1,3-dihydro-2H-pyrrolo[3,4-c]pyridine-2-carboxylate C(C)(C)(C)OC(=O)N1C2CN(CC1CC2)C2=NC(=CC1=C2CN(C1=O)C(=O)OC(C)(C)C)N(C)C(C)C